C(C=C)C1(CC2CC(CC2C1)C1=NN(C(=C1C(=O)NC1=CC(=C(C=C1)F)Cl)N)C)O 3-(5-allyl-5-hydroxyoctahydropentalen-2-yl)-5-amino-N-(3-chloro-4-fluorophenyl)-1-methyl-1H-pyrazole-4-carboxamide